5-methyl-4-nitro-2-[(trimethylsilyl)ethynyl]aniline methyl-3-acetylbicyclo[1.1.1]pentane-1-carboxylate COC(=O)C12CC(C1)(C2)C(C)=O.CC=2C(=CC(=C(N)C2)C#C[Si](C)(C)C)[N+](=O)[O-]